2,4-Hexandion CC(CC(CC)=O)=O